C(C1=CC=CC=C1)OC(=O)N1CCC(CC1)N1CC(C1)(CC#N)N1N=C(C(=C1)C=1C2=C(N=CN1)N(C=C2)COCC[Si](C)(C)C)N 4-(3-(3-amino-4-(7-((2-(trimethylsilyl)ethoxy)methyl)-7H-pyrrolo[2,3-d]pyrimidin-4-yl)-1H-pyrazol-1-yl)-3-(cyanomethyl)azetidin-1-yl)piperidine-1-carboxylic acid benzyl ester